O.NC1=C(C=CC=C1)S(=O)(=O)O aminobenzenesulfonic acid compound with water